BrC1=CC=C(C2=NSN=C21)C=O 7-bromo-4-formylbenzo[1,2,5]thiadiazole